C1(CCC1)CN(C(OC(C)(C)C)=O)[C@H]1CN(CCC1)C1=CC(N(C=C1)C(C)N1C=NC(=C1)C1=C2C=NN(C2=CC(=C1)OC)C1OCCCC1)=O tert-butyl (cyclobutylmethyl)((3R)-1-(1-(1-(4-(6-methoxy-1-(tetrahydro-2H-pyran-2-yl)-1H-indazol-4-yl)-1H-imidazol-1-yl)ethyl)-2-oxo-1,2-dihydropyridin-4-yl)piperidin-3-yl)carbamate